4-(5-(4-fluoropiperidine-1-carbonyl)-1H-pyrrolo[2,3-c]pyridin-1-yl)benzonitrile FC1CCN(CC1)C(=O)C=1C=C2C(=CN1)N(C=C2)C2=CC=C(C#N)C=C2